C(C)(=O)N1CCN(CC1)CCS(=O)(=O)N(C1=CC=CC=C1)CC1=CC=C(C=C1)C=1OC(=NN1)C(F)F 2-(4-acetylpiperazin-1-yl)-N-(4-(5-(difluoromethyl)-1,3,4-oxadiazol-2-yl)benzyl)-N-phenylethane-1-sulfonamide